5-(trifluoromethyl)-1H-pyrazole-3-carbonitrile FC(C1=CC(=NN1)C#N)(F)F